6-Chloro-5-cyclopropylnicotinamide ClC1=NC=C(C(=O)N)C=C1C1CC1